2-(2,3-dihydro-1H-pyrrolo[2,3-c]pyridin-4-yl)propan-2-ol N1CCC=2C1=CN=CC2C(C)(C)O